ClC1=CC(=NC=2N(C(NC(C21)=O)=O)C=2C(=NC=NC2C)C(C)C)Cl 5,7-dichloro-1-(4-isopropyl-6-methylpyrimidin-5-yl)pyrido[2,3-d]pyrimidin-2,4(1H,3H)-dione